COC(=O)C1=CC2=C(N=C(S2)N)C=C1 2-amino-1,3-benzothiazole-6-carboxylic acid methyl ester